butyl-2-((8R,9S,13S,14S)-13-methyl-17-oxo-7,8,9,11,12,13,14,15,16,17-decahydro-6H-cyclopenta[a]phenanthren-3-yl)propanethioate C(CCC)OC(C(C)C=1C=CC=2[C@H]3CC[C@@]4(C(CC[C@H]4[C@@H]3CCC2C1)=O)C)=S